2-Acetamido-3,4,6-tri-O-benzyl-2-deoxy-β-D-glucopyranosyl azide CC(=O)N[C@@H]1[C@H]([C@@H]([C@H](O[C@H]1N=[N+]=[N-])COCC2=CC=CC=C2)OCC3=CC=CC=C3)OCC4=CC=CC=C4